CC1=CN=C(S1)C=1C=C(C(=O)O)C=C(C1)O[C@H]1COCC1 3-(5-methyl-1,3-thiazol-2-yl)-5-[(3R)-tetrahydrofuran-3-yloxy]benzoic acid